OC=1C=C2C=CC(=C(C2=CC1)OC1=CC=C(OCCN2CCN(CC2)C=2C=C3CN(C(C3=CC2)=O)C2CNCCC2)C=C1)C1=CC=C(C=C1)S(=O)(=O)C 3-(5-(4-(2-(4-((6-hydroxyl-2-(4-(methylsulfonyl)phenyl)naphthalene-1-yl)oxy)phenoxy)ethyl)piperazin-1-yl)-1-oxoisoindoline-2-yl)piperidine